C1(CC1)S(=O)(=O)N1N=CC(=C1)C=1C(=C(C(=CC1)O)N1CC(NS1(=O)=O)=O)F 5-(3-(1-(cyclopropylsulfonyl)-1H-pyrazol-4-yl)-2-fluoro-6-hydroxyphenyl)-1,2,5-thiadiazolidin-3-one 1,1-dioxide